4,4'-bis[(1E)-2-[4-(hexyloxy)phenyl]ethenyl]-2,2'-bipyridine C(CCCCC)OC1=CC=C(C=C1)/C=C/C1=CC(=NC=C1)C1=NC=CC(=C1)\C=C\C1=CC=C(C=C1)OCCCCCC